S1C2=C(C=C1)C(C=1SC=CC1C2=O)=O 4,8-dihydrobenzo[1,2-b:4,5-b']Dithiophene-4,8-dione